FC1=CC(=C(C=C1)C1=CC(=CC=C1)C=1OC2=C(N1)C=C(C=C2OC)CNC[C@@H]2OCCC2)C2=NN=CN2C (R)-1-(2-(4'-fluoro-2'-(4-methyl-4H-1,2,4-triazol-3-yl)-[1,1'-biphenyl]-3-yl)-7-methoxybenzo[d]oxazol-5-yl)-N-((tetrahydrofuran-2-yl)methyl)methylamine